2,2'-di-tert-butyl-4,4'-methylenebisaniline C(C)(C)(C)C1=C(N)C=CC(=C1)CC1=CC(=C(N)C=C1)C(C)(C)C